1,4-diallyl-2,5-dibromobenzene C(C=C)C1=C(C=C(C(=C1)Br)CC=C)Br